6-[(4-Acetylpyridin-2-yl)amino]-4-{[3-methoxy-4-(1-methyl-1H-1,2,4-triazol-3-yl)pyridin-2-yl]amino}-N-(2H3)methylpyridazin-3-carboxamid C(C)(=O)C1=CC(=NC=C1)NC1=CC(=C(N=N1)C(=O)NC([2H])([2H])[2H])NC1=NC=CC(=C1OC)C1=NN(C=N1)C